C(C1CO1)OCCC[Si](C(C)C)(C(C)C)OC γ-glycidoxypropyl-methoxydiisopropylsilane